methyl 5-((2-((tert-butoxycarbonyl)(4-((tert-butoxycarbonyl)((2-chloro-[1,1'-biphenyl]-4-yl)methyl)amino)butyl)amino)ethyl)amino)benzo[c][2,6]naphthyridine-8-carboxylate C(C)(C)(C)OC(=O)N(CCNC1=NC2=C(C3=CN=CC=C13)C=CC(=C2)C(=O)OC)CCCCN(CC2=CC(=C(C=C2)C2=CC=CC=C2)Cl)C(=O)OC(C)(C)C